FC=1C=C(C(=O)O)C=CC1C(N[C@H](C(=O)N1[C@@H](C[C@H](C1)O)C(N[C@@H](C)C1=CC=C(C=C1)C1=C(N=CS1)C)=O)C(C)(C)C)=O 3-fluoro-4-(((S)-1-((2S,4R)-4-hydroxy-2-(((S)-1-(4-(4-methylthiazol-5-yl)phenyl)ethyl)carbamoyl)pyrrolidin-1-yl)-3,3-dimethyl-1-oxobutan-2-yl)carbamoyl)benzoic acid